FC(C)(F)C1=NN=C2N1C[C@@H](NC2)C (S)-3-(1,1-difluoroethyl)-6-methyl-5,6,7,8-tetrahydro-[1,2,4]triazolo[4,3-a]pyrazine